2-methyl-5-amino-6-chlorophenol CC1=C(C(=C(C=C1)N)Cl)O